Cl.N[C@@H](C(=O)N1CCN(CC1)CC1=C(C(=CC=C1OCC)O)F)C1CCN(CC1)CCC1=C(C=CC(=C1)Cl)C1=CC=CC=C1 (R)-2-amino-2-(1-(2-(4-chloro-[1,1'-biphenyl]-2-yl)ethyl)piperidin-4-yl)-1-(4-(6-ethoxy-2-fluoro-3-hydroxybenzyl)piperazin-1-yl)ethan-1-one hydrochloride